ClC=1C=C(C=C(C1)C(F)(F)F)C=1N=C(SC1CN1[C@@H](CCC1)C)NC(C)=O N-(4-[3-chloro-5-(trifluoromethyl)phenyl]-5-{[(2R)-2-methylpyrrolidin-1-yl]methyl}-1,3-thiazol-2-yl)acetamide